(R)-2-(3-(4-amino-2-oxo-3-(4-phenoxyphenyl)-2,3-dihydro-1H-imidazo[4,5-c]pyridin-1-yl)piperidine-1-carbonyl)-4-methyl-4-(pyridin-2-yl)pent-2-enenitrile NC1=NC=CC2=C1N(C(N2[C@H]2CN(CCC2)C(=O)C(C#N)=CC(C)(C2=NC=CC=C2)C)=O)C2=CC=C(C=C2)OC2=CC=CC=C2